N,N-dimethyl-3-(5'-(methylsulfonamido)spiro[cyclohexane-1,3'-indoline]-1'-carbonyl)benzenesulfonamide CN(S(=O)(=O)C1=CC(=CC=C1)C(=O)N1CC2(C3=CC(=CC=C13)NS(=O)(=O)C)CCCCC2)C